ClC1=C(N=C(C=2CN3[C@@H](COC21)CN(CC3)C(=O)OC(C)(C)C)NN=C(C3=CC=CC=C3)C3=CC=CC=C3)C3=C(C=CC=C3OC)F Tert-Butyl (6aR)-4-chloro-1-[2-(diphenylmethylidene)hydrazinyl]-3-(2-fluoro-6-methoxyphenyl)-6a,7,9,10-tetrahydro-12H-pyrazino[2,1-c]pyrido[3,4-f][1,4]oxazepine-8(6H)-carboxylate